[Si](C)(C)(C(C)(C)C)OCCN1N=C(C=C1C(=O)OC)OC(C)C methyl 2-[2-[tert-butyl (dimethyl) silyl]oxyethyl]-5-isopropoxy-pyrazole-3-carboxylate